C1(CCCC2=CC=CC=C12)C(=O)O TETRAHYDRONAPHTHALENECARBOXYLIC ACID